BrC1=C(C=C(C=O)C=C1)OC(F)F 4-bromo-3-(difluoromethoxy)benzaldehyde